3',4'-dimethyl-acetophenone CC=1C=C(C=CC1C)C(C)=O